(S)-6-(2-(2-methylbenzyl)azepan-1-yl)-4-morpholinopyridin-2(1H)-one CC1=C(C[C@H]2N(CCCCC2)C2=CC(=CC(N2)=O)N2CCOCC2)C=CC=C1